5-[3-ethylsulfanyl-7-(trifluoromethyl)imidazo[1,2-a]pyridin-2-yl]-1-(2,2,3,3,3-pentafluoropropyl)pyrazolo[3,4-c]pyridine C(C)SC1=C(N=C2N1C=CC(=C2)C(F)(F)F)C=2C=C1C(=CN2)N(N=C1)CC(C(F)(F)F)(F)F